2-Cyano-3-(3,5-Di-Tert-Butyl-4-Hydroxy-Phenyl)-But-2-Enoic Acid Ethyl Ester C(C)OC(C(=C(C)C1=CC(=C(C(=C1)C(C)(C)C)O)C(C)(C)C)C#N)=O